COC1=CC(=NC(=C1)C2=CC=CC=N2)CO The molecule is a pyridine alkaloid that is 2,2'-bipyridine substituted at position 6 by a hydroxymethyl group and at position 4 by a methoxy group. Isolated from the marine-derived actinomycete Actinoalloteichus cyanogriseus, it exhibits antineoplastic activity. It has a role as an antineoplastic agent, a bacterial metabolite and a marine metabolite. It is a member of bipyridines, a pyridine alkaloid, a monohydroxypyridine and an aromatic ether. It derives from a hydride of a 2,2'-bipyridine.